C(C)(C)N1C=[N+](C=C1)C(C)CC 1-isopropyl-3-sec-butylimidazolium